1,2-bis(diadamantanylphosphinomethyl)naphthalene C12(CC3CC(CC(C1)C3)C2)P(C23CC1CC(CC(C2)C1)C3)CC3=C(C=CC1=CC=CC=C31)CP(C31CC2CC(CC(C3)C2)C1)C12CC3CC(CC(C1)C3)C2